C(C1=CC=CC=C1)N1C2=C(SCC1)C=CC(=C2)C=NS(=O)C(C)(C)C N-((4-Benzyl-3,4-dihydro-2H-benzo[b][1,4]thiazin-6-yl)methylene)-2-methylpropane-2-sulfinamide